N-(4-methanesulfonylphenyl)-5H,6H,7H,8H-pyrido[3,4-d]pyrimidin-2-amine CS(=O)(=O)C1=CC=C(C=C1)NC=1N=CC2=C(N1)CNCC2